N[C@@H](CC1=CC=C(C=C1)O)C(=O)N[C@@H](CCSC)C(=O)N[C@@H](C)C(=O)N1[C@@H](CCC1)C(=O)N[C@H](CCC(=O)O)C(=O)N[C@@H](C(C)C)C(=O)O L-tyrosyl-L-methionyl-L-alanyl-L-prolyl-D-glutamyl-L-valine